methyl 7-((((2-fluoro-5-(trifluoromethoxy)phenyl)carbamoyl)oxy)methyl)-2,3-dihydrobenzofuran-5-carboxylate FC1=C(C=C(C=C1)OC(F)(F)F)NC(=O)OCC1=CC(=CC=2CCOC21)C(=O)OC